5-(8-Fluoro-2-methylimidazo[1,2-a]pyridin-6-yl)-N-methyl-N-(2,2,6,6-tetramethylpiperidin-4-yl)[1,3]thiazolo[5,4-d]pyrimidin-2-amin FC=1C=2N(C=C(C1)C=1N=CC3=C(N1)SC(=N3)N(C3CC(NC(C3)(C)C)(C)C)C)C=C(N2)C